barium-zinc-manganese-zinc [Zn].[Mn].[Zn].[Ba]